N1=CC=C(C2=CC=C(C=C12)N)N quinolin-4,7-diamine